FC(N1C(C=2C=CC=C(C2C=C1)S(=O)(=O)Cl)=O)F 2-(difluoromethyl)-1-oxo-isoquinoline-5-sulfonyl chloride